COC(CN1N=C(N=N1)C)=O.O[C@H](C(=O)N[C@H](C(N[C@@H]1C(N(CCC2=C1C=CC=C2)C)=O)=O)C)C(C)C (2S)-2-hydroxy-3-methyl-N-[(1S)-1-methyl-2-oxo-2-[[(1S)-2,3,4,5-tetrahydro-3-methyl-2-oxo-1H-3-benzazepin-1-yl]amino]ethyl]-butanamide methyl-(5-methyl-2H-tetrazol-2-yl)acetate